F[B-](F)(F)F.C(CCCCC)N1CN(C=C1)C 1-hexyl-3-methyl-imidazole tetrafluoroborate